tert-butyl 4-methylenepiperidine-1-carboxylate C=C1CCN(CC1)C(=O)OC(C)(C)C